2-(3,5-dibromo-4-((4-isopropyl-5-oxo-4,5-dihydro-1,3,4-oxadiazol-2-yl)methyl)phenyl)-1,2,4-triazine-3,5(2H,4H)-dione BrC=1C=C(C=C(C1CC=1OC(N(N1)C(C)C)=O)Br)N1N=CC(NC1=O)=O